((3,4-diaminophenyl)(imino)methyl)carbamic acid hexyl ester C(CCCCC)OC(NC(=N)C1=CC(=C(C=C1)N)N)=O